COC1=CC=C(CNC(NC2CC3(CC(C3)NC(C3=CC=CC=C3)=O)C2)=O)C=C1 N-(6-(3-(4-methoxybenzyl)ureido)spiro[3.3]heptan-2-yl)benzamide